FC1(C[C@H](NC1=O)COC1=NC=C(C2=CC(=C(C=C12)OC(C)C)C(=O)N)C#CC1CC(C1)N(C)C)F 1-(((S)-4,4-difluoro-5-oxopyrrolidin-2-yl)methoxy)-4-(((1s,3R)-3-(dimethylamino)cyclobutyl)ethynyl)-7-isopropoxyisoquinoline-6-carboxamide